O.[K].[P] phosphorus potassium water